1-(2-(((2,3-bis(palmitoyloxy)propoxy)(2-cyanoethoxy)phosphanyl)oxy)ethyl)quinuclidin-1-ium chloride [Cl-].C(CCCCCCCCCCCCCCC)(=O)OC(COP(OCC[N+]12CCC(CC1)CC2)OCCC#N)COC(CCCCCCCCCCCCCCC)=O